NC=1N=CC(=NC1Br)C(=O)OCC ethyl 5-amino-6-bromo-pyrazine-2-carboxylate